methyl (S)-2-(3-aminoprop-1-yn-1-yl)-4-((4-(2-(4-(4-chlorophenyl)-2,3,9-trimethyl-6H-thieno[3,2-f][1,2,4]triazolo[4,3-a][1,4]diazepin-6-yl)acetamido)butanoyl)oxy)benzoate NCC#CC1=C(C(=O)OC)C=CC(=C1)OC(CCCNC(C[C@H]1C=2N(C3=C(C(=N1)C1=CC=C(C=C1)Cl)C(=C(S3)C)C)C(=NN2)C)=O)=O